FC1=C(C=C(C=C1)F)C1=CC=C(C=C1)N1C(N(CCCC1)C=1SC=C(N1)C)=O 1-(2',5'-difluoro-[1,1'-biphenyl]-4-yl)-3-(4-methylthiazol-2-yl)-1,3-diazepan-2-one